(R)-2-(N-(1-((R)-1-(naphthalen-1-yl)ethyl)piperidin-4-yl)methylsulfonamido)-N-(2-oxo-2-(prop-2-yn-1-ylamino)ethyl)propanamide C1(=CC=CC2=CC=CC=C12)[C@@H](C)N1CCC(CC1)N(S(=O)(=O)C)[C@@H](C(=O)NCC(NCC#C)=O)C